N-(4-fluoro-3-(trifluoromethyl)phenyl)bicyclo[3.2.0]heptane-6-carboxamide FC1=C(C=C(C=C1)NC(=O)C1C2CCCC2C1)C(F)(F)F